8-fluoro-4-((1S,7R,8S)-8-fluoro-2-azabicyclo[5.1.0]octan-2-yl)-2-(((2R,7aS)-2-fluorotetrahydro-1H-pyrrolizin-7a(5H)-yl)methoxy-d2)pyrido[4,3-d]pyrimidin FC1=CN=CC2=C1N=C(N=C2N2[C@@H]1[C@H]([C@@H]1CCCC2)F)OC([2H])([2H])[C@]21CCCN1C[C@@H](C2)F